tertiary butylhydroxyperoxide C(C)(C)(C)OOO